(R)-1-(5-(3-methylmorpholino)-3-(1H-pyrazol-5-yl)isoxazolo[4,5-b]pyridin-7-yl)cyclopropane-1-carbonitrile C[C@@H]1COCCN1C1=CC(=C2C(=N1)C(=NO2)C2=CC=NN2)C2(CC2)C#N